ClC(C(C)C)(C1=CC=CC=C1)C1=NC=CC2=CC=CC=C12 1-(1-chloro-2-methyl-1-phenylpropyl)isoquinoline